propenyl-succinic anhydride C(=CC)C1C(=O)OC(C1)=O